COCCOCCNC(CCCCC)=O 6-((2-(2-methoxyethoxy)ethyl)amino)-6-oxohexane